methyl (2-methylpropanoyloxy)ethyl (2E)-but-2-ene-1,4-dioate C(\C=C\C(=O)OCCOC(C(C)C)=O)(=O)OC